(R)-6-Methyl-N-(1-(naphthalen-1-yl)ethyl)-2-oxo-1,2-dihydroquinoline-7-carboxamide CC=1C=C2C=CC(NC2=CC1C(=O)N[C@H](C)C1=CC=CC2=CC=CC=C12)=O